C1N(CC2=CC=CC=C12)CC=1OC=C(C(C1)=O)OCC1=CC=C(C=C1)S(=O)(=O)C(C)C 2-(isoindolin-2-ylmethyl)-5-((4-(isopropylsulfonyl)benzyl)oxy)-4H-pyran-4-one